C(=O)C1=CC=C(C=C1)OCCCCCC(=O)O 6-(4-formylbenzeneOxy)hexanoic acid